1-(p-trifluoromethylphenyl)-4,5-diiodo-1,2,3-triazole FC(C1=CC=C(C=C1)N1N=NC(=C1I)I)(F)F